OC1=CC=C(C=N1)SCC1CCN(CC1)C(=O)OC(C)(C)C tert-Butyl 4-(((6-hydroxypyridin-3-yl)thio)methyl)piperidine-1-carboxylate